Methyl (S)-2-(5-(N-(14-aminotetradecyl)-1-(isoquinolin-4-yl)piperidine-3-carboxamido)-2-oxopyridin-1(2H)-yl)acetate NCCCCCCCCCCCCCCN(C(=O)[C@@H]1CN(CCC1)C1=CN=CC2=CC=CC=C12)C=1C=CC(N(C1)CC(=O)OC)=O